5-[6-(4-methylpiperazin-1-yl)pyrimidin-4-yl]-1H-pyrrolo[2,3-b]pyridine CN1CCN(CC1)C1=CC(=NC=N1)C=1C=C2C(=NC1)NC=C2